C[Si](CCOCO[C@@H]1CSCCC1)(C)C (S)-3-((2-(trimethylsilyl)ethoxy)methoxy)tetrahydro-4H-thiopyran